6-[5,6-difluoro-8-(methylamino)-4-[cis-5-methyl-2,3,3a,4,6,6a-hexahydropyrrolo[2,3-c]pyrrol-1-yl]-9H-pyrido[2,3-b]indol-3-yl]-1-(methylamino)-4-oxo-1,8-naphthyridine-3-carboxylic acid FC1=C2C3=C(NC2=C(C=C1F)NC)N=CC(=C3N3CC[C@@H]1[C@H]3CN(C1)C)C=1C=C3C(C(=CN(C3=NC1)NC)C(=O)O)=O